[(2S,3S,5R)-5-(6-amino-2-fluoropurin-9-yl)-3-[(tert-butyldimethylsilyl)oxy]-2-{[(4-methoxyphenyl)diphenylmethoxy]methyl}oxolan-2-yl]methanol NC1=C2N=CN(C2=NC(=N1)F)[C@H]1C[C@@H]([C@@](O1)(COC(C1=CC=CC=C1)(C1=CC=CC=C1)C1=CC=C(C=C1)OC)CO)O[Si](C)(C)C(C)(C)C